3-(dibutylamino)phenol C(CCC)N(C=1C=C(C=CC1)O)CCCC